3-fluoro-N-methyl-4-(p-tolyloxy)benzamide FC=1C=C(C(=O)NC)C=CC1OC1=CC=C(C=C1)C